tris(4-tert-butyl-3-hydroxy-2,6-dimethylbenzyl)-s-triazin-2,4,6(1H,3H,5H)trione C(C)(C)(C)C1=C(C(=C(CN2C(N(C(N(C2=O)CC2=C(C(=C(C=C2C)C(C)(C)C)O)C)=O)CC2=C(C(=C(C=C2C)C(C)(C)C)O)C)=O)C(=C1)C)C)O